CN1CCN(CC1)C=1C=CC2=C(NC(=N2)C2=NNC3=CC=C(C=C23)C(=O)O)C1 3-(6-(4-methylpiperazin-1-yl)-1H-benzo[d]imidazol-2-yl)-1H-indazole-5-carboxylic acid